N1C(N=CC2=CC=CC=C12)C(=O)[O-] quinazolin-2(1H)-carboxylate